tert-butyl N-[3-amino-1-(cyclopropylmethyl)-2-hydroxy-3-oxo-propyl]carbamate NC(C(C(CC1CC1)NC(OC(C)(C)C)=O)O)=O